Cl[O-].[K+].C1(=CC=CC=C1)N(C1=CC=C(C=C1)N1C(C=CC1=O)=O)C1=CC=C(C=C1)N1C(C=CC1=O)=O N,N'-[(phenylimino)bis(4,1-phenylene)]bismaleimide potassium hypochlorite salt